2-((1-(((Tert-butyldiphenylsilyl)oxy)methyl)cyclopropyl)methoxy)-7-chloro-4-(3,3-difluoropiperidin-1-yl)-8-fluoropyrido[4,3-d]pyrimidine [Si](C1=CC=CC=C1)(C1=CC=CC=C1)(C(C)(C)C)OCC1(CC1)COC=1N=C(C2=C(N1)C(=C(N=C2)Cl)F)N2CC(CCC2)(F)F